tert-butyl (S)-4-ethyl-1,2,3-oxathiazolidine-3-carboxylate 2,2-dioxide C(C)[C@@H]1N(S(OC1)(=O)=O)C(=O)OC(C)(C)C